N(=[N+]=[N-])C[C@@H](C1=NC2=C(N1)C=CC(=C2)Cl)C2CCC(CC2)C2=CC=NC1=CC=C(C=C21)F 4-((1S,4S)-4-(2-azido-1-(5-chloro-1H-benzo[d]imidazol-2-yl)ethyl)cyclohexyl)-6-fluoroquinoline